tert-butyl 4-[4-[4-[1-(difluoromethyl) benzimidazol-5-yl]oxy-2-fluoro-3-methyl-anilino]quinazolin-6-yl]piperazine-1-carboxylate FC(N1C=NC2=C1C=CC(=C2)OC2=C(C(=C(NC1=NC=NC3=CC=C(C=C13)N1CCN(CC1)C(=O)OC(C)(C)C)C=C2)F)C)F